C1(CCCCC1)NC(=O)C1=C2C=CN(C2=CC=C1)C(=O)OC(C)(C)C tert-butyl 4-(cyclohexylcarbamoyl)-1H-indole-1-carboxylate